Methyl 7-(1-(bicyclo[1.1.1]pentan-1-yl)-5-(((4-methoxybenzyl)oxy)methyl)-3-methyl-1H-pyrazol-4-yl)-6-fluoro-3-(3-methoxy-3-oxopropyl)-1-methyl-1H-indole-2-carboxylate C12(CC(C1)C2)N2N=C(C(=C2COCC2=CC=C(C=C2)OC)C=2C(=CC=C1C(=C(N(C21)C)C(=O)OC)CCC(=O)OC)F)C